C(C)(=O)OC1=C(C=C(C=C1)C)NC=C1C(OC(OC1=O)(C)C)=O 2-{[(2,2-dimethyl-4,6-dioxo-1,3-dioxan-5-ylidene)methyl]amino}-4-methylphenyl acetate